COC(=O)N1C2(CC2)CN(CC1)C=1C=CC=2N(C(C=C(N2)C=2C=C(C=3N(N2)C=C(N3)C)C)=O)C1 7-(4-Methoxycarbonyl-4,7-diazaspiro[2.5]octan-7-yl)-2-(2,8-dimethylimidazo[1,2-b]pyridazin-6-yl)-4H-pyrido[1,2-a]pyrimidin-4-one